C(#N)C1N(CSC1)C(CNC(=O)C1=CC=NC2=CC=C(C=C12)OCC(C)(F)F)=O N-(2-(4-Cyanothiazolidin-3-yl)-2-oxoethyl)-6-(2,2-difluoropropoxy)quinoline-4-carboxamide